1-((2s,3aR,5s,6aS)-5-(imidazo[4,5-d]pyrrolo[2,3-b]pyridin-1(6H)-yl)octahydropentalen-2-yl)-3-(3-methoxy-1,2,4-thiadiazol-5-yl)urea N1(C=NC=2C1=C1C(=NC2)NC=C1)C1C[C@H]2CC(C[C@H]2C1)NC(=O)NC1=NC(=NS1)OC